FC=1C=C2C=NC(=NC2=CC1C1=C(C2=C(OCCN2)N=C1)C)NC=1C=C2CC[C@H](C2=CC1)C(=O)NC |o1:28| (R or S)-5-{[6-fluoro-7-(8-methyl-2,3-dihydro-1H-pyrido[2,3-b][1,4]oxazin-7-yl)quinazolin-2-yl]amino}-N-methyl-2,3-dihydro-1H-indene-1-carboxamide